Cl.CN(CCCC(=O)O)C 4-(dimethylamino)butyric acid hydrochloride